4-(2-{2-[2-({[(9H-fluoren-9-yl)methoxy]carbonyl}amino)acetamido]acetamido}acetamido)butanoic acid C1=CC=CC=2C3=CC=CC=C3C(C12)COC(=O)NCC(=O)NCC(=O)NCC(=O)NCCCC(=O)O